1,3-dioxoisoindolin-2-yl (1R,5S)-bicyclo[3.2.0]heptane-3-carboxylate [C@H]12CC(C[C@@H]2CC1)C(=O)ON1C(C2=CC=CC=C2C1=O)=O